NCC(O)(C1CC1)C1=NC(=CC(=C1)C(C)(C)O)C1=CC=C(C=C1)F (+)-2-(2-(2-amino-1-cyclopropyl-1-hydroxyethyl)-6-(4-fluorophenyl)pyridin-4-yl)propan-2-ol